FC1(CN(CC1)C1=NC=CC(=C1C=1NC2=C(N1)COCC2)C2=C(C=CC=C2)F)F 2-[2-(3,3-difluoropyrrolidin-1-yl)-4-(2-fluorophenyl)-3-pyridyl]-1,4,6,7-tetrahydropyrano[3,4-d]imidazole